bicyclo[1.1.0]butan-1-amine C12(CC2C1)N